FC(OC1=CC=C(C=C1)NC(=O)N1[C@@H]2CC[C@H]1CC=1C(=NC=CC12)F)F (5R,8S)-N-(4-(difluoromethoxy)phenyl)-1-fluoro-6,7,8,9-tetrahydro-5H-5,8-epiminocyclohepta[c]pyridine-10-carboxamide